phenyl (3-chloro-2-fluoro-4-methylphenyl)carbamate ClC=1C(=C(C=CC1C)NC(OC1=CC=CC=C1)=O)F